tert-butyl (E)-2-((3-(7-(dimethylamino)-2-((dimethylcarbamoyl)oxy)-7-oxohept-5-enamido-3,3-d2)-2-oxopyridin-1(2H)-yl)methyl)-5-fluoro-1H-indole-1-carboxylate CN(C(/C=C/CC(C(C(=O)NC=1C(N(C=CC1)CC=1N(C2=CC=C(C=C2C1)F)C(=O)OC(C)(C)C)=O)OC(N(C)C)=O)([2H])[2H])=O)C